tert-butyl(4-formyl-1-methyl-1H-pyrazol-3-yl)carbamate C(C)(C)(C)OC(NC1=NN(C=C1C=O)C)=O